ClC1=C(C(=O)N(CC=2OC=CC2)CC2=C(C=C(C=C2)N(CCC)CC)NCC)C=CC=C1 2-chloro-N-(4-(ethyl-(propyl)amino)-2-(ethylamino)benzyl)-N-(furan-2-ylmethyl)benzamide